C(CCCCCCC)OC1=CC=CC=C1 octylphenyl ether